6-methoxy-2-(trifluoromethyl)pyridine-3-sulfonyl chloride COC1=CC=C(C(=N1)C(F)(F)F)S(=O)(=O)Cl